1-(9Z-nonadecenoyl)-2-(9Z-hexadecenoyl)-glycero-3-phosphoserine CCCCCCCCC/C=C\CCCCCCCC(=O)OC[C@H](COP(=O)(O)OC[C@@H](C(=O)O)N)OC(=O)CCCCCCC/C=C\CCCCCC